C(CC1=CC=CC=C1)N1C(NN=C1CC=1N2C(SC1)=NC(=C2)C2=CC=C(C=C2)F)=S 4-Phenethyl-5-((6-(4-fluorophenyl)imidazo[2,1-b]thiazol-3-yl)methyl)-2,4-dihydro-3H-1,2,4-triazol-3-thion